COCCCCCCCCCCCCCCCC=1C2(CC2)CCC(C1C)=O 4-(15-methoxypentadecyl)-5-methyl-spiro[2.5]oct-4-en-6-one